Dimethylazelate COC(CCCCCCCC(=O)OC)=O